CC1CCC(CC1)[C@@H](C(NC1=CC2=C(C=N1)C1(CCOCC1)C(N2)=O)=O)NC(=O)C2=CC=NO2 N-{(1S)-1-(4-Methylcyclohexyl)-2-oxo-2-[(2-oxospiro-[1H-pyrrolo[3,2-c]pyridine-3,4'-oxane]-6-yl)amino]ethyl}-1,2-oxazole-5-carboxamide